1-(5-((2-Methoxyethyl)(Methyl)Amino)-4-(4-(Trifluoromethyl)Phenyl)Thiazol-2-yl)-3-Methyl-1H-Pyrazole-5-Carboxylic Acid COCCN(C1=C(N=C(S1)N1N=C(C=C1C(=O)O)C)C1=CC=C(C=C1)C(F)(F)F)C